C(CCCCCCC)(=O)C(O)C(O)CO caprylyl-glycerin